C(CCCCCCCCCCCCCCCCC)OCC(CO)O 3-(octadecyloxy)-1,2-propanediol